NC1(CC1)CNC1=NC(=C2C(=N1)N(N=C2C)C)NC2=CC=C(C=C2)C(F)(F)F 6-N-[(1-aminocyclopropyl)methyl]-1,3-dimethyl-4-N-[4-(trifluoromethyl)phenyl]pyrazolo[3,4-d]pyrimidine-4,6-diamine